2-(4-((6,7-dimethoxyquinazolin-4-yl)amino)phenoxy)-1-(4-methylpiperazinyl)ethanone COC=1C=C2C(=NC=NC2=CC1OC)NC1=CC=C(OCC(=O)N2CCN(CC2)C)C=C1